(2R,3S,4S,5R)-pentacyclo[4.3.0.02,5.03,8.04,7]nonane C12[C@@H]3[C@H]4C5C3C2C5C4C1